BrC=1C=CN2N=C(N=C(C21)NC(C)C)Cl 5-Bromo-2-chloro-N-isopropylpyrrolo[2,1-f][1,2,4]triazin-4-amine